COC([C@H](NC(\C=C\C1=CC=C(C=C1)F)=O)C)=O (E)-(3-(p-fluorophenyl)acryloyl)-D-alanine methyl ester